C(C)C(C=O)CCCCCCCCCCCCCCC 2-ethyl-1-heptadecanal